2-[acetyl(2-fluorobenzyl)amino]-6-hydroxy-N-methyl-1-benzothiophene-3-carboxamide C(C)(=O)N(C=1SC2=C(C1C(=O)NC)C=CC(=C2)O)CC2=C(C=CC=C2)F